C(C)(=O)OCCC(CCOC(C)=O)=O 1,5-diacetoxy-3-oxo-pentane